BrC=1C(=C(C=CC1)C(C(C)C)=O)F 1-(3-bromo-2-fluorophenyl)-2-methylpropan-1-one